CC1N(C(CNC1)C)C=1C(=C2CN(CC2=C(C1F)F)C1C(NC(CC1)=O)=O)F 5-(2,6-Dimethylpiperazin-1-yl)-2-(2,6-dioxopiperidin-3-yl)-4,6,7-trifluoroisoindoline